BrC=1C=CC=C2C(CCOC12)(C)C=1N=C(N(N1)C)C=1C=C(OC=2C(=C3C=CNC3=CC2F)F)C=CC1F 5-[3-[5-(8-Bromo-4-methyl-chroman-4-yl)-2-methyl-1,2,4-triazol-3-yl]-4-fluoro-phenoxy]-4,6-difluoro-1H-indole